7,8-dimethoxy-1-(4-(S-methylsulfonimidoyl)benzyl)-1H-imidazo[4,5-c]quinolone COC=1C(=CC=2C3=C(C=NC2C1)NC(N3CC3=CC=C(C=C3)S(=O)(=N)C)=O)OC